N-[4-[6-[[(3aR,5s,6aS)-2-(cyclohexylmethyl)-3,3a,4,5,6,6a-hexahydro-1H-cyclopenta[c]pyrrol-5-yl]oxy]pyridazin-3-yl]phenyl]acetamide C1(CCCCC1)CN1C[C@@H]2[C@H](C1)CC(C2)OC2=CC=C(N=N2)C2=CC=C(C=C2)NC(C)=O